C12(CC(C1)C2)N2N=NC(=C2)[C@H](C2=C1C=CN(C(C1=CC=C2)=O)C(C)C)NC=2C=C1C(=C(C=NC1=C(C2)Cl)C#N)NCC(C)(C)C (S)-6-(((1-(bicyclo[1.1.1]pentan-1-yl)-1H-1,2,3-triazol-4-yl)(2-isopropyl-1-oxo-1,2-dihydroisoquinolin-5-yl)methyl)amino)-8-chloro-4-(neopentylamino)quinoline-3-carbonitrile